FC(C1=NN=C(O1)C1=CC=C(CN2N=C(N=N2)C2=CC=C(C=C2)O)C=C1)F 4-(2-(4-(5-(difluoromethyl)-1,3,4-oxadiazol-2-yl)benzyl)-2H-tetrazol-5-yl)phenol